C(=O)O.C(C)(C)(C)NC1=NC=2C=C(C(=CC2C2=C1CCC2)OC)OCCCN2CCCC2 N-tert-butyl-8-methoxy-7-[3-(pyrrolidin-1-yl)propoxy]-1H,2H,3H-cyclopenta[c]quinolin-4-amine formate